(E)-6-chloro-3-(3-(trifluoromethoxy)benzylidene)indol-2-one ClC1=CC=C2\C(\C(NC2=C1)=O)=C/C1=CC(=CC=C1)OC(F)(F)F